C(C)C1=NOC(=N1)C=1C=C2CC[C@H](C2=CC1)NC(=O)C1=CC=NN1C (R)-N-(5-(3-ethyl-1,2,4-oxadiazol-5-yl)-2,3-dihydro-1H-inden-1-yl)-1-methyl-1H-pyrazole-5-carboxamide